3-(4-nitro-1-oxo-1,3-dihydroisoindole-2-yl)piperidine-2,6-dione [N+](=O)([O-])C1=C2CN(C(C2=CC=C1)=O)C1C(NC(CC1)=O)=O